C(C)(C)(C)[C@]1(N(C[C@@](C1)(F)CN=[N+]=[N-])C(=O)OCC=1N=C2N(C=C(C(=C2)C(F)(F)F)C)C1)C(NC1=NC(=CC=C1)Br)=O (6-methyl-7-(trifluoromethyl)imidazo[1,2-a]pyridin-2-yl)methanol (2S,4R)-tert-butyl-4-(azidomethyl)-2-((6-bromopyridin-2-yl)carbamoyl)-4-fluoropyrrolidine-1-carboxylate